FC(C1=NN=C(O1)C=1C=CC(=NC1)CN1C(C2=CC=C(C=C2C(C1=O)(C)C)C1=COC=C1)=O)F 2-((5-(5-(difluoromethyl)-1,3,4-oxadiazole-2-yl)pyridine-2-yl)methyl)-6-(furan-3-yl)-4,4-dimethylisoquinoline-1,3(2H,4H)-dione